C(C1=CC=CC=C1)OC(=O)C1=NC(=CC(=C1Cl)N)C1=CC=C2C=CNC2=C1F 4-amino-3-chloro-6-(7-fluoro-indol-6-yl)pyridine-2-carboxylic acid benzyl ester